(R)-tert-butyl 2-ethynyl-2-methylpyrrolidine-1-carboxylate C(#C)[C@@]1(N(CCC1)C(=O)OC(C)(C)C)C